ClC=1C=CC2=C(C[C@@H](CC=3N2C(=NN3)[C@@H]3CC[C@H](CC3)OC3=NC=CC=C3)NC(C(C)(C)C)=O)C1 N-{(5S)-8-chloro-1-[trans-4-(pyridin-2-yloxy)cyclohexyl]-5,6-dihydro-4H-[1,2,4]triazolo[4,3-a][1]benzazepin-5-yl}-2,2-dimethylpropanamide